C1CCC12OCCC(C2)C(=O)O 5-oxaspiro[3.5]nonane-8-carboxylic acid